C(C)(C)C1=C(C(=CC=C1)C(C)C)NC=1C(=C(C=CC1[N+](=O)[O-])C1=C(C=C(C=C1)C#N)O)F 3'-((2,6-diisopropylphenyl)amino)-2'-fluoro-2-hydroxy-4'-nitro-[1,1'-biphenyl]-4-carbonitrile